6-fluoro-3-((4-methoxy-3-(piperazin-1-yl)phenyl)sulfonyl)-1H-indole FC1=CC=C2C(=CNC2=C1)S(=O)(=O)C1=CC(=C(C=C1)OC)N1CCNCC1